4-(3-azabicyclo[3.1.0]hex-3-yl)-8-chloro-7,9-dimethyl-pyrido[3',2':4,5]thieno[3,2-d]pyrimidine C12CN(CC2C1)C=1C2=C(N=CN1)C1=C(S2)N=C(C(=C1C)Cl)C